palmitoylamino(palmitamide) C(CCCCCCCCCCCCCCC)(=O)NC(C(=O)N)CCCCCCCCCCCCCC